ClC=1C=C(C=CC1)C(CN(C)C)N1C(C=C(C=C1)C1=CNC2=NC=C(C=C21)N2CCOCC2)=O 1-(1-(3-chlorophenyl)-2-(dimethylamino)ethyl)-4-(5-morpholino-1H-pyrrolo[2,3-b]pyridin-3-yl)pyridin-2(1H)-one